FC1=C(COC2=CC=CC(=N2)C2CCN(CC2)CC2=NC3=C(N2CC2(CCC2)F)C=C(C=C3)C(=O)O)C=CC(=C1)C1COC1 2-((4-(6-((2-fluoro-4-(oxetan-3-yl)benzyl)oxy)pyridin-2-yl)piperidin-1-yl)methyl)-1-((1-fluorocyclobutyl)methyl)-1H-benzo[d]imidazole-6-carboxylic acid